C(C)OC1=C(C(=C(C=C1)C1=CC=C(C=C1)CCC)F)F 4-ethoxy-2,3-difluoro-4'-propyl-1,1'-biphenyl